4-[1-(1-cyclohexylethyl)-1H-pyrazol-4-yl]-1H-pyrrolo[2,3-b]pyridine C1(CCCCC1)C(C)N1N=CC(=C1)C1=C2C(=NC=C1)NC=C2